COC1=CC=C2C3=C(N(C2=C1)C(CN(C)C)C)C(=NC=C3)C 2-(7-methoxy-1-methyl-9H-pyrido[3,4-b]indol-9-yl)-N,N-dimethylpropan-1-amine